1-(allyloxy)-4-(pentyloxy)benzene C(C=C)OC1=CC=C(C=C1)OCCCCC